FC1=CC=C(C=C1)NO (4-fluorophenyl)hydroxylamine